(20R)-3beta-hydroxy-5alpha-cholesta-8,24-diene-4-carbaldehyde O[C@@H]1C([C@@H]2CCC=3[C@@H]4CC[C@H]([C@@H](CCC=C(C)C)C)[C@]4(CCC3[C@]2(CC1)C)C)C=O